C1(=CC=CC=C1)NS(=O)(=O)C1=CC=C(C=C1)N1C(CNCC1([2H])[2H])([2H])[2H] N-phenyl-4-(piperazin-1-yl-2,2,6,6-d4)benzenesulfonamide